1-(4'-Fluoro-2-(trifluoromethyl)-[1,1'-biphenyl]-4-yl)propan-1-one-2,2-d2 FC1=CC=C(C=C1)C1=C(C=C(C=C1)C(C(C)([2H])[2H])=O)C(F)(F)F